FC1=CC=C(C=C1)C(C)C=1C=C(CC=2C(=CC(=C3CCCC23)OCC(=O)OCC)C)C=CC1O ethyl 2-((7-(3-(1-(4-fluorophenyl)ethyl)-4-hydroxybenzyl)-6-methyl-2,3-dihydro-1H-inden-4-yl)oxy)acetate